2,4-diisocyanatobenzene N(=C=O)C1=CC=CC(=C1)N=C=O